2-(5-(1-(pyridin-2-yl)-2,3-dihydro-1H-benzo[d]pyrrolo[1,2-a]imidazol-7-yl)pyrimidin-2-yl)propan-2-ol N1=C(C=CC=C1)C1CCC=2N1C1=C(N2)C=CC(=C1)C=1C=NC(=NC1)C(C)(C)O